N-((5-fluoro-2,3-dihydrobenzofuran-4-yl)methyl)-1-(trifluoromethyl)-8-(6-(trifluoromethyl)pyridin-3-yl)imidazo[1,5-c]pyrimidin-5-amine FC=1C=CC2=C(CCO2)C1CNC1=NC=C(C=2N1C=NC2C(F)(F)F)C=2C=NC(=CC2)C(F)(F)F